(2R)-2-(6-bromo-2-pyridyl)hex-5-en-2-ol BrC1=CC=CC(=N1)[C@@](C)(CCC=C)O